BrCC1CC(C1)C1=C(NC2=C(C=C(C=C12)F)F)C1=CC=C(C=C1)F 3-(3-(Bromomethyl)cyclobutyl)-5,7-difluoro-2-(4-fluorophenyl)-1H-indole